2-Bromo-3-(ethylsulfonyl)-N-(1-methyl-1H-tetrazol-5-yl)-4-(trifluoromethyl)benzamid BrC1=C(C(=O)NC2=NN=NN2C)C=CC(=C1S(=O)(=O)CC)C(F)(F)F